COC1(CN(CCC1)C=1C=NC(=CC1)[N+](=O)[O-])CN(C)C 1-(3-methoxy-1-(6-nitropyridin-3-yl)piperidin-3-yl)-N,N-dimethylmethanamine